FC(OC1=CC=C(C=C1)C1=CN=C2N1C=CN=C2NC2=CC(=C(C=C2)C(=O)N2CCC(CC2)C2=NN=CN2C)C)F (4-((3-(4-(difluoromethoxy)phenyl)imidazo[1,2-a]pyrazin-8-yl)amino)-2-methylphenyl)(4-(4-methyl-4H-1,2,4-triazol-3-yl)piperidin-1-yl)methanone